ClC=1C=CC(=NC1OC)OC1CCC2(CN(C2)C(=O)C2CC(C2)(C)O)CC1 (7-((5-Chloro-6-methoxypyridin-2-yl)oxy)-2-azaspiro[3.5]nonan-2-yl)((1s,3s)-3-hydroxy-3-methylcyclobutyl)methanon